NC1=C(C=CC=C1OC)OC1=CC2=CC=CC=C2C(C1)=O 2-(2'-amino-3'-methoxyphenyl)-oxynaphthalen-4-one